CC1(C(=O)C(CN=N1)(C)C(=O)C(C)(C)C#N)C α'-Azoisobutyronitrile